NC1=CC=C(C=N1)/C=C/C(=O)NCC=1OC2=C(C1)C=C(C=C2C(C)(C)C)C2=CC=C(C=C2)C(=O)N2CCOCC2 (E)-3-(6-amino-pyridin-3-yl)-N-((7-(tert-butyl)-5-(4-(morpholine-4-carbonyl)phenyl)benzofuran-2-yl)methyl)acrylamide